C(C)C1=C(NC2=CC=C(C=C12)CNC(=O)N1CCN(CC1)C)C1=CC(=NC=C1)C N-((3-Ethyl-2-(2-methylpyridin-4-yl)-1H-indol-5-yl)methyl)-4-methylpiperazin-1-carboxamid